BrC=1C(=NC(=NC1)NC=1C=C2CCN(C2=CC1OC)C1CN(C1)C)NC=1C(=C2N=CC=NC2=CC1)P(C)C (6-((5-bromo-2-((6-methoxy-1-(1-methylazetidin-3-yl)indolin-5-yl)amino)pyrimidin-4-yl)amino)quinoxalin-5-yl)dimethylphosphine